methyl 2-(rel-(2S,6R)-6-(6-(5-(((4-cyclobutylpyrimidin-2-yl)oxy)methyl)-1-methyl-1H-1,2,3-triazol-4-yl)-2-ethylpyridin-3-yl)tetrahydro-2H-pyran-2-yl)acetate C1(CCC1)C1=NC(=NC=C1)OCC1=C(N=NN1C)C1=CC=C(C(=N1)CC)[C@H]1CCC[C@H](O1)CC(=O)OC |o1:26,30|